2-(2,6-dioxopiperidin-3-yl)-5-((3-(4-(4-(quinoxalin-2-yl)-1H-pyrazol-1-yl)piperidin-1-yl)propyl)amino)isoindoline-1,3-dione O=C1NC(CCC1N1C(C2=CC=C(C=C2C1=O)NCCCN1CCC(CC1)N1N=CC(=C1)C1=NC2=CC=CC=C2N=C1)=O)=O